(R)-N-(4-(4-(3-aminopyrrolidine-1-carbonyl)piperazine-1-carbonyl)-3-chlorophenyl)-5-(2-fluoro-4-(fluoromethoxy)phenyl)-1-methyl-1H-imidazole-2-carboxamide formate C(=O)O.N[C@H]1CN(CC1)C(=O)N1CCN(CC1)C(=O)C1=C(C=C(C=C1)NC(=O)C=1N(C(=CN1)C1=C(C=C(C=C1)OCF)F)C)Cl